8,9-dihydro-2H-pyrido[4,3,2-de]phthalazin-3(7H)-one N=1NC(C=2C=CC=C3C2C1CCN3)=O